Perfluorooctanedioic acid FC(C(=O)O)(C(C(C(C(C(C(=O)O)(F)F)(F)F)(F)F)(F)F)(F)F)F